C1(CC1)NC=1C=C(C=CC1C(=O)OC)[C@@H]1N(CCN(C1)CCC(F)(F)F)CC1=C2C=CN(C2=C(C=C1OC)C)C(=O)OC(C)(C)C tert-butyl 4-(((2S)-2-(3-(cyclopropylamino)-4-(methoxycarbonyl)phenyl)-4-(3,3,3-trifluoropropyl)piperazin-1-yl)methyl)-5-methoxy-7-methylindole-1-carboxylate